C(C1CO1)C(C1CCC(CC1)C(N)(CC1CO1)CC1CO1)(N)CC1CO1 1,4-bis(diglycidyl-aminomethyl)cyclohexane